4-isothiocyanato-N-(3,4,5-trichlorophenyl)benzenesulfonamide N(=C=S)C1=CC=C(C=C1)S(=O)(=O)NC1=CC(=C(C(=C1)Cl)Cl)Cl